N1-cyclopropyl-N2-((S)-4-methyl-1-oxo-1-(((S)-3-oxo-1-((S)-2-oxopyrrolidin-3-yl)-4-(2,3,5,6-tetrafluorophenoxy)butan-2-yl)amino)pentan-2-yl)oxalamide C1(CC1)NC(C(=O)N[C@H](C(N[C@@H](C[C@H]1C(NCC1)=O)C(COC1=C(C(=CC(=C1F)F)F)F)=O)=O)CC(C)C)=O